3-amino-N-[2-(1-piperidinyl)ethyl]-5-(trifluoromethyl)benzamide NC=1C=C(C(=O)NCCN2CCCCC2)C=C(C1)C(F)(F)F